ClC=1OC2=C(N1)C=C(C=C2)C(F)(F)F 2-chloro-5-(trifluoromethyl)benzo[d]oxazole